2-{[(αr)-6-[2,5-dioxo-4-(2-phenylethyl)imidazolidin-1-yl]spiro[3.3]heptan-2-yl]oxy}pyridine-3-carboxamide O=C1N(C(C(N1)CCC1=CC=CC=C1)=O)C1CC2(CC(C2)OC2=NC=CC=C2C(=O)N)C1